BrC1=NN=C2N1C=C(C=C2)F 3-bromo-6-fluoro-(1,2,4)triazolo(4,3-a)pyridine